1-chloro-4-(1,1-difluoropropyl)-2-methoxybenzene ClC1=C(C=C(C=C1)C(CC)(F)F)OC